C(#N)C=1C=C(C=CC1)C1=CC(=C(O1)C(F)(F)F)C(=O)NC1=NC(=NS1)CC(C)(F)F 5-(3-Cyanophenyl)-N-(3-(2,2-difluoropropyl)-1,2,4-thiadiazol-5-yl)-2-(trifluoromethyl)furan-3-carboxamide